7-fluoro-2,3-dihydro-1H-inden-1-one FC=1C=CC=C2CCC(C12)=O